CC1=NOC(=C1S(=O)(=O)Cl)C 3,5-dimethylisoxazol-4-sulfonyl chloride